N[C@H](C=1N=C2N(N=CC(=N2)C2N(CCC(C2)(C(F)(F)F)O)C(=O)[C@H]2OCC(CC2)(F)F)C1)C1CCC(CC1)(F)F [2-{6-[(S)-Amino(4,4-difluorocyclohexyl)methyl]imidazo[1,2-b][1,2,4]triazin-3-yl}-4-hydroxy-4-(trifluoromethyl)piperidin-1-yl][(2S)-5,5-difluorotetrahydropyran-2-yl]-methanone